isopropyl ((S)-(((R)-1-(4-amino-2-(ethoxymethyl)-1H-imidazo[4,5-c]quinolin-1-yl) propan-2-yl) oxy) (naphth-2-yloxy) phosphoryl)-L-alaninate NC1=NC=2C=CC=CC2C2=C1N=C(N2C[C@@H](C)O[P@](=O)(OC2=CC1=CC=CC=C1C=C2)N[C@@H](C)C(=O)OC(C)C)COCC